CCCCCCCCCCCCCCCC(=O)OC[C@H](COC(=O)CCCCCCC/C=C\\CCCCCC)OC(=O)CCCCCCCCCCCCCCC The molecule is a triglyceride in which the acyl groups at positions 1 and 2 are specified as palmitoyl while that at position 3 is specified as palmitoleoyl. It derives from a hexadecanoic acid and a palmitoleic acid.